ClC=1C=C(C=CC1O)C=CC(=O)C1=CC=C(C=C1)I 3-(3-Chloro-4-hydroxyphenyl)-1-(4-iodophenyl)prop-2-en-1-one